[C@H]12CC(C[C@@H]2C1)OC1=NC(=NC=C1C(=O)NC\C=C\S(=O)(=O)C)C(C)(C)C 4-(((1R,3s,5S)-bicyclo[3.1.0]hexane-3-yl)oxy)-2-(tert-butyl)-N-((E)-3-(methylsulfonyl)allyl)pyrimidine-5-carboxamide